6-(4-((3-(difluoromethyl)-5-(4-methyl-1-oxo-1,3-dihydroisobenzofuran-5-yl)piperazin-1-yl)methyl)-1H-pyrazol-1-yl)-4-methylnicotinonitrile FC(C1CN(CC(N1)C=1C(=C2COC(C2=CC1)=O)C)CC=1C=NN(C1)C1=NC=C(C#N)C(=C1)C)F